ClC=1C=C(C=CC1F)NC1=NC=NC2=CC(=C(C=C12)NC(\C=C\CN1CCN(CC1)CC=1C(=C2CN(C(C2=CC1)=O)C1C(NC(CC1)=O)=O)F)=O)OC (E)-N-(4-((3-chloro-4-fluorophenyl)amino)-7-methoxyquinazolin-6-yl)-4-(4-((2-(2,6-dioxopiperidin-3-yl)-4-fluoro-1-oxoisoindolin-5-yl)methyl)piperazin-1-yl)but-2-enamide